Cl.C(C)C1=CC(=NO1)C=1C=C2CC[C@H](C2=CC1)N (R)-5-(5-ethylisoxazol-3-yl)-2,3-dihydro-1H-inden-1-amine hydrochloride